1-(5-Cyclopropylpyridin-2-yl)ethan-1-one C1(CC1)C=1C=CC(=NC1)C(C)=O